CC1=CC=C(C=C1)[Sb] 4-methylphenyl-antimony